CC1CN(CC(N1)C)C=1C(=C2C(N(C(C2=C(C1F)F)=O)C1C(NC(CC1)=O)=O)=O)F 5-(3,5-dimethylpiperazin-1-yl)-2-(2,6-dioxopiperidin-3-yl)-4,6,7-trifluoroisoindoline-1,3-dione